C1(=CC=CC=C1)S(=O)(=O)C1=CC=CC=C1.[Na] sodium diphenylsulfon